2-(3-hydroxyquinuclidin-3-yl)-2-methoxyacetic acid OC1(CN2CCC1CC2)C(C(=O)O)OC